O1N=CC(=C1)CS(=O)(=NC1=C(N=C2N1C=CC(=C2)C2=NOC(=N2)C(F)(F)F)C)C (isoxazol-4-ylmethyl)(methyl)((2-methyl-7-(5-(trifluoromethyl)-1,2,4-oxadiazol-3-yl)imidazo[1,2-a]pyridin-3-yl)imino)-λ6-sulfanone